2-(1-Ethyl-4-fluoropiperidin-4-yl)-6-(8-fluoro-2-methylimidazo[1,2-a]pyridin-6-yl)-8-methylquinazolin-4(3H)-one C(C)N1CCC(CC1)(F)C1=NC2=C(C=C(C=C2C(N1)=O)C=1C=C(C=2N(C1)C=C(N2)C)F)C